CON(C(C)=O)C N-methoxy-N-Methylacetamide